NC=1C(=NC=C(C1C)OCC(F)(F)F)C(=O)C1=C2C=NNC2=C(C=C1)F (3-Amino-4-methyl-5-(2,2,2-trifluoroethoxy)pyridin-2-yl)(7-fluoro-1H-indazol-4-yl)methanone